(+/-)-trans-tert-Butyl 3-{[(4-Cyanopyridin-2-yl)oxy]methyl}-4-(4-methoxyphenyl)piperidine-1-carboxylate C(#N)C1=CC(=NC=C1)OC[C@@H]1CN(CC[C@H]1C1=CC=C(C=C1)OC)C(=O)OC(C)(C)C |r|